2-(5-{[(1S,2R,3R,5R)-2-fluoro-1,5-dimethyl-8-azabicyclo[3.2.1]octan-3-yl]oxy}pyrazin-2-yl)-5-(1H-pyrazol-4-yl)phenol F[C@@H]1[C@@]2(CC[C@](C[C@H]1OC=1N=CC(=NC1)C1=C(C=C(C=C1)C=1C=NNC1)O)(N2)C)C